(R)-2-((2R,5R)-2,5-diphenylphospholan-1-yl)-1-phenylethane-1-ol C1(=CC=CC=C1)[C@@H]1P([C@H](CC1)C1=CC=CC=C1)C[C@H](O)C1=CC=CC=C1